C(C)CC(C(=O)[O-])(O)C1=CC=C(C=C1)Br ethyl-(4-bromophenyl)-2-hydroxy-propionate